CN1N=CC2=C(C=CC=C12)C1=NN2C(OCCC2)=C1C(=O)OCC Ethyl 2-(1-methylindazol-4-yl)-6,7-dihydro-5H-pyrazolo[5,1-b][1,3]oxazine-3-carboxylate